(2-methoxyethene-1,1-diyl)dicyclopropane COC=C(C1CC1)C1CC1